O1CC(C1)OC1=NC(=NC=C1C(F)(F)F)N[C@H]1C[C@@H](CCC1)N1N=C(N=C1)O 1-[(1R,3R)-3-[[4-(oxetan-3-yloxy)-5-(trifluoromethyl)pyrimidin-2-yl]amino]cyclohexyl]-1,2,4-triazol-3-ol